(3S*,5'S*)-N-(2,4-dichlorobenzyl)-5'-fluoro-5-oxo-6',7'-dihydro-5'H-spiro[morpholine-3,8'-quinoline]-5'-carboxamide ClC1=C(CNC(=O)[C@]2(C=3C=CC=NC3[C@]3(CC2)NC(COC3)=O)F)C=CC(=C1)Cl |o1:7,14|